NCC=1C2=C(C(NN1)=O)C(=NC(=C2)C=2C=NN(C2C2=C(C#N)C(=CC(=C2F)Cl)OC2CC2)C)NC 2-(4-(1-(aminomethyl)-5-(methylamino)-4-oxo-3,4-dihydropyrido[3,4-d]pyridazin-7-yl)-1-Methyl-1H-pyrazol-5-yl)-4-chloro-6-cyclopropoxy-3-fluorobenzonitrile